tin butyl-3-methylthiophene C(CCC)C=1SC=CC1C.[Sn]